5-methoxy-6-methyl-2-[2-[(3R)-3-methyl-1-piperidinyl]-3-quinolinyl]-4-oxo-1H-pyridine-3-carboxylic acid ethyl ester C(C)OC(=O)C1=C(NC(=C(C1=O)OC)C)C=1C(=NC2=CC=CC=C2C1)N1C[C@@H](CCC1)C